CO[C@H]1[C@@H]([C@@H]([C@H]([C@H](O1)CO)O)O)O Alpha-methyl glucopyranoside